C12(CC3CC(CC(C1)C3)C2)C(C(=O)O[C@H]2[C@H](C3=CC=CC=C3C2)NS(=O)(=O)C2=CC=C(C=C2)C)=O (1S,2R)-1-((4-methylphenyl) sulphonamido)-2,3-dihydro-1H-inden-2-yl 2-(adamantan-1-yl)-2-oxoacetate